2-chloro-4-[[2-(methoxymethyl)benzyl]amino]pyrimidin-5-carboxamide ClC1=NC=C(C(=N1)NCC1=C(C=CC=C1)COC)C(=O)N